CC1=CC=C(C=C1)NCC1=CC=C(C=C1)OC N-(4-methylphenyl)-N-(4-methoxybenzyl)amine